IC1=CC=C(C[C@H](N)C(=O)O)C=C1 4-IODOPHENYLALANINE